C(C)(C)(C)OC(=O)N1[C@@H](CC(C1)(F)F)C(N(C)OC)=O.C1(CCCCC1)[C@@H]1C[C@H](N(C1)C(CNC(C1=CC=C(C=C1)OC1=CC=CC=C1)=O)=O)C(=O)N (2S,4S)-4-cyclohexyl-1-((4-phenoxybenzoyl)glycyl)pyrrolidine-2-carboxamide tert-butyl-(S)-4,4-difluoro-2-(methoxy(methyl)carbamoyl)pyrrolidine-1-carboxylate